ClC1=CC=C(C=C1)\C=C\C(=O)C1=C(C(=C(C=C1)OC)CN1C(CNCC1)CC)O 4-chloro-2'-hydroxy-4'-methoxy-3'-(ethylpiperazin-1-yl)methyl-chalcone